FC=1C=2N(C=C(C1)C1=CNC=3N=C(N=CC31)NC3=CC=NC=C3)N=CN2 5-(8-fluoro-[1,2,4]triazolo[1,5-a]pyridin-6-yl)-N-(pyridin-4-yl)-7H-pyrrolo[2,3-d]pyrimidin-2-amine